FC(COC1=C(C=C(C(=N1)OC)NS(=O)(=O)C1=CN=C2N1C=CC(=C2)C2(COC2)O)F)F N-[6-(2,2-difluoroethoxy)-5-fluoro-2-methoxy-3-pyridinyl]-7-(3-hydroxyoxetan-3-yl)imidazo[1,2-a]pyridine-3-sulfonamide